C12(CC3CC(CC(C1)C3)C2)CN2N=CC(=C2C)B2OC(C(O2)(C)C)C 1-((1s,3s)-Adamantan-1-ylmethyl)-5-methyl-4-(4,4,5-trimethyl-1,3,2-dioxaborolan-2-yl)-1H-pyrazole